N=1C=C(N2C1C=NC=C2)C=2C=C1C(=NC=NC1=CC2)NC(C)C2=CC=CC=C2 6-(imidazo[1,2-a]pyrazin-3-yl)-N-(1-phenylethyl)quinazolin-4-amine